4-(1-(3-chlorophenyl)-1H-1,2,3-triazol-4-yl)benzaldehyde ClC=1C=C(C=CC1)N1N=NC(=C1)C1=CC=C(C=O)C=C1